CC(C(CC(=O)O)NC(C[C@H]1N(C(CC1)=O)CC1=CC(=CC=C1)C)=O)CC 3-Methyl-2-[[2-[(2S)-1-[(3-methylphenyl)methyl]-5-oxopyrrolidin-2-yl]acetyl]amino]pentanecarboxylic acid